BrC=1C(=NN(C1C(C([2H])([2H])[2H])([2H])[2H])C1OCCCC1)C 4-bromo-3-methyl-5-(1,1,2,2,2-pentadeuterioethyl)-1-tetrahydropyran-2-yl-pyrazole